ClC=1C=C(C=CC1F)NC(=O)C=1C=2CC[C@@H](C2C(=CC1)F)NS(=O)(=O)CCC1=NC=CC=C1 (S)-N-(3-chloro-4-fluorophenyl)-7-fluoro-1-((2-(pyridin-2-yl)ethyl)sulfonamido)-2,3-dihydro-1H-indene-4-carboxamide